[N+](=O)([O-])C1=CC=C(CN2CCC(CC2)NC(OCCCC)=O)C=C1 butyl (1-(4-nitrobenzyl) piperidin-4-yl)carbamate